[Si](C)(C)(C(C)(C)C)OC1[C@H]2N(C(C3=C(N1C(=O)OCC=C)C=C(C(=C3)OC)O)=O)CC2 Allyl (10aS)-10-((tert-butyldimethylsilyl)oxy)-7-hydroxy-6-methoxy-4-oxo-1,2,10,10a-tetrahydroazeto[1,2-a]benzo[e][1,4]diazepine-9(4H)-carboxylate